FC=1C=C(C=CC1O)[C@H]1N(C[C@@H](CC1)C)C(C(=O)NC=1C=C(C=NC1)C(=O)N)=O 5-[[2-[(2S,5R)-2-(3-fluoro-4-hydroxy-phenyl)-5-methyl-1-piperidyl]-2-oxo-acetyl]amino]pyridine-3-carboxamide